8-(6-Chloropyridazin-4-yl)-2-(furan-2-ylmethyl)-6-phenylimidazo[1,2-a]pyrazin-3(7H)-one ClC1=CC(=CN=N1)C1=C2N(C=C(N1)C1=CC=CC=C1)C(C(=N2)CC=2OC=CC2)=O